N(=[N+]=[N-])CCCCCCN1C(=CC(=C1)NC(=O)C=1N(C=C(N1)NC(CCNC(=O)OC(C)(C)C)=O)C)C(=O)OCC ethyl 1-(6-azidohexyl)-4-(4-{3-[(tert-butoxycarbonyl)amino] propanamido}-1-methylimidazole-2-amido)pyrrole-2-carboxylate